C(CCCCCCCCCC=CCCCCCCCC)(=O)OCCCCCCCCCCCCCCCCCCCCCCCCCCCCCCCCCCCCCCC nonatriacontyl eicos-11-enoate